((2-hydroxynaphthalen-1-yl)methyl)-3-methylnaphthalen-2-ol OC1=C(C2=CC=CC=C2C=C1)CC1=C(C(=CC2=CC=CC=C12)C)O